(Z)-1-(2-cyano-4-(1-(4-(trifluoromethoxy)phenyl)-1H-1,2,4-triazol-3-yl)phenyl)-3-(3-(5-methyl-2-(3,3,3-trifluoropropoxy)phenyl)-4-oxothiazolidin-2-ylidene)urea C(#N)C1=C(C=CC(=C1)C1=NN(C=N1)C1=CC=C(C=C1)OC(F)(F)F)NC(=O)\N=C\1/SCC(N1C1=C(C=CC(=C1)C)OCCC(F)(F)F)=O